FC1=C(C=CC=2C(=C(CCOC21)C2=C(C=C(C=C2)C)F)C2=CC=C(C=C2)O[C@@H]2CN(CC2)CCCF)O 9-fluoro-4-(2-fluoro-4-methyl-phenyl)-5-[4-[(3S)-1-(3-fluoropropyl)pyrrolidin-3-yl]oxyphenyl]-2,3-dihydro-1-benzoxepin-8-ol